tert-butyl (R)-(((tert-butoxycarbonyl)amino)(3-(3-(6-((3-fluoro-4-(trifluoromethoxy)phenyl)amino)pyridin-3-yl)-1,2,4-oxadiazol-5-yl)piperidin-1-yl)methylene)carbamate C(C)(C)(C)OC(=O)NC(N1C[C@@H](CCC1)C1=NC(=NO1)C=1C=NC(=CC1)NC1=CC(=C(C=C1)OC(F)(F)F)F)=NC(OC(C)(C)C)=O